C1(CC1)C1=C(C=CC=C1)NC1=CSC=2C1=NC(=CC2)C=2C=NN(C2)C N-(2-cyclopropylphenyl)-5-(1-methyl-1H-pyrazol-4-yl)thieno[3,2-b]pyridin-3-amine